FC(OC=1C=2N(C=C(C1)C(F)(F)F)C[C@@]1(CC[C@@H](C3=C(C(=CC=C13)C#N)F)F)N2)F (1'S,4'S)-8-(difluoromethoxy)-4',5'-difluoro-6-(trifluoromethyl)-3',4'-dihydro-2'H,3H-spiro[imidazo[1,2-a]pyridine-2,1'-naphthalene]-6'-carbonitrile